5-[[(2R,3S,4S,5R)-3-(3,4-Difluoro-2-methoxy-phenyl)-4,5-dimethyl-5-(trifluoromethyl)tetrahydrofuran-2-carbonyl]amino]pyridin-3-carboxamid FC=1C(=C(C=CC1F)[C@H]1[C@@H](O[C@]([C@H]1C)(C(F)(F)F)C)C(=O)NC=1C=C(C=NC1)C(=O)N)OC